O=C1NC(CCC1N1C(C2=CC=CC(=C2C1)SCCCCCN1CCN(CC1)C1=NC=C(C(=O)N2CCC(CC2)CCCCNC(\C=C\C=2C=NC=CC2)=O)C=C1)=O)=O (E)-N-(4-(1-(6-(4-(5-((2-(2,6-dioxopiperidin-3-yl)-1-oxoisoindolin-4-yl)thio)pentyl)piperazin-1-yl)nicotinoyl)piperidin-4-yl)butyl)-3-(pyridin-3-yl)acrylamide